tert-butyl-(2R,5R)-4-benzyl-5-(chloromethyl)-2-methylpiperazine-1-carboxylate C(C)(C)(C)OC(=O)N1[C@@H](CN([C@H](C1)CCl)CC1=CC=CC=C1)C